FC([C@H]1N(C(OC1)=C=O)C=1N=C2C3=C(OCCCN2C1)C=C(C=C3)N[C@H](C(=O)N)C)F (S)-2-((2-((S)-4-(difluoromethyl)-2-carbonyloxazolidin-3-yl)-6,7-dihydro-5H-benzo[b]imidazo[2,1-d][1,5]oxazocine-10-yl)amino)propanamide